CS(=O)(=O)OCCNC1=C(C=CC(=C1)Cl)Br 2-((2-Bromo-5-chlorophenyl)amino)ethyl methanesulfonate